C1(=CC=C(C=C1)N(C1=CC=C(C(=C1)C1=CC=CC=C1)C1=CC=C(C=C1)C1=CC=CC=C1)C1=CC=C(C=C1)C1=CC=CC=C1)C1=CC=CC=C1 N,N-bis(biphenyl-4-yl)-N-(6-phenyl-1,1':4',1''-terphenyl-4-yl)amine